2-acrylamidohexadecane ammonium [NH4+].C(C=C)(=O)NC(C)CCCCCCCCCCCCCC